3-cyclohexyl-1-ethyl-6,7-difluoro-3-(4-(4,4,5,5-tetramethyl-1,3,2-dioxaborolan-2-yl)phenyl)indolin-2-one C1(CCCCC1)C1(C(N(C2=C(C(=CC=C12)F)F)CC)=O)C1=CC=C(C=C1)B1OC(C(O1)(C)C)(C)C